tert-butyl 6-(((methylsulfonyl) oxy) methyl)-3-azabicyclo[3.1.0]hexane-3-carboxylate CS(=O)(=O)OCC1C2CN(CC12)C(=O)OC(C)(C)C